ClC=1C=C(C(=O)N[C@@H](C)C2=NC(=NN2C2=NC=C(C(=O)N=S(=O)(C)C3=C(C=CC=C3C)C)C=C2)C)C=C(C1)C(F)(F)F 6-(5-((S)-1-(3-chloro-5-(trifluoromethyl)benzamido)ethyl)-3-methyl-1H-1,2,4-triazol-1-yl)-N-((2,6-dimethylphenyl)(methyl)(oxo)-λ6-sulfanylidene)nicotinamide